O=C1N(CCC(N1)=O)C1=C(CN2CCC(CC2)N2N=C3C=C(C(=CC3=C2)NC(C2=CN=C(C=C2)C(F)(F)F)=O)OC)C=CC=C1 N-(2-(1-(2-(2,4-dioxotetrahydropyrimidin-1(2H)-yl)benzyl)piperidin-4-yl)-6-methoxy-2H-indazol-5-yl)-6-(trifluoromethyl)nicotinamide